FC1=C(C=C(C=C1)[C@@H](C)NC(C1=C(C=CC(=C1)N1CCN(CC1)C)C)=O)C1=CC=CC=C1 N-[(1R)-1-(4-Fluoro-3-phenyl-phenyl)ethyl]-2-methyl-5-(4-methylpiperazin-1-yl)benzamide